4-[[(2S,3S,4S,5R)-3-[2-(cyclobutoxy)-3,4-difluoro-phenyl]-4,5-dimethyl-5-(trifluoromethyl)tetrahydrofuran-2-carbonyl]amino]pyridine-2-carboxamide C1(CCC1)OC1=C(C=CC(=C1F)F)[C@H]1[C@H](O[C@]([C@H]1C)(C(F)(F)F)C)C(=O)NC1=CC(=NC=C1)C(=O)N